(2RS)-2-amino-2-(2,5-difluorophenyl)-N-thiazol-2-yl-acetamide hydrochloride Cl.N[C@@H](C(=O)NC=1SC=CN1)C1=C(C=CC(=C1)F)F |r|